2,3-Dibromopropene BrC(=C)CBr